ClC=1C=CC=C2C=C(NC12)C(=O)N1[C@H]2CC([C@@H]([C@H]1C(=O)N[C@H](C[C@@H]1C(NCC1)=O)\C=C(\S(=O)(=O)C)/F)CC2)(F)F (1R,3S,4R)-2-(7-chloro-1H-indole-2-carbonyl)-5,5-difluoro-N-((R,E)-4-fluoro-4-(methylsulfonyl)-1-((R)-2-oxopyrrolidin-3-yl)but-3-en-2-yl)-2-azabicyclo[2.2.2]octane-3-carboxamide